ClC1=CC=2C(=CC3=CC=CC=C3C2C=C1)C1=CC2=CC=CC=C2C=C1 2-chloro-10-(naphthalen-2-yl)phenanthrene